1-(2-methylphenyl)-piperidine CC1=C(C=CC=C1)N1CCCCC1